COC1=CC=C(C=C1)C=1N=C2N(C=CN=C2)C1NC=1C=C(C(=O)O)C=CC1 3-[[2-(4-methoxy-phenyl)imidazo[1,2-a]pyrazin-3-yl]amino]benzoic acid